5-AMINO-6-CHLOROPYRIDINE-3-BORONIC ACID NC=1C=C(C=NC1Cl)B(O)O